2,5-diphenylpyridine iodonium salt [IH2+].C1(=CC=CC=C1)C1=NC=C(C=C1)C1=CC=CC=C1